2,6-diethyl-1,3-diaminobenzene C(C)C1=C(C(=CC=C1N)CC)N